Cl.C(CCCCC)OC(=O)[C@@]1([C@@H](C1)CC)N (1R,2R)-1-amino-2-ethylcyclopropane-1-carboxylic acid hexyl ester hydrochloride